sodium octacosanate C(CCCCCCCCCCCCCCCCCCCCCCCCCCC)(=O)[O-].[Na+]